5-Bromo-4-methoxy-3-methylpicolinic acid BrC=1C(=C(C(=NC1)C(=O)O)C)OC